ClC=1C(=C(C=CC1F)NC[C@@H]1C[C@H](C1)C(F)(F)F)F (S)-(3-chloro-2,4-difluorophenyl)(trans-3-(trifluoromethyl)cyclobutyl)methylamine